C(C)N(C(C1=C(C=CC(=C1)F)C=1C=C(N2C1C=NC=C2)C=2CCNCC2)=O)C(C)C N-ethyl-5-fluoro-N-(isopropyl)-2-[6-(1,2,3,6-tetrahydropyridin-4-yl)pyrrolo[1,2-a]pyrazin-8-yl]benzamide